2-bromo-N-(4-(2-morpholinoethyl)-2-(piperidin-1-yl)phenyl)thiazole-4-carboxamide BrC=1SC=C(N1)C(=O)NC1=C(C=C(C=C1)CCN1CCOCC1)N1CCCCC1